ClC1=C(C=CC(=C1)OC1=CC=C(C=C1)Cl)C(CCl)O 1-[2-chloro-4-(4-chlorophenoxy)phenyl]2-chloroethanol